O=C1NC(CCC[C@@H]1N1C(C2=CC=C(C=C2C1)CNC(OC1=CC=C(C=C1)[N+](=O)[O-])=O)=O)=O (S)-4-nitrophenyl ((2-(2,7-dioxoazepan-3-yl)-1-oxoisoindolin-5-yl)methyl)carbamate